Ethyl 5-(pentan-3-yloxy)-7-oxo-bicyclo[4.1.0]hept-3-ene-3-carboxylate CCC(CC)OC1C=C(CC2C(C12)=O)C(=O)OCC